ClC1=C(C=CC=C1)CC(=O)NC1=CC(=C(C=C1)C1=CN(C=C1)C(C(F)F)=O)S(N=CN(C)C)(=O)=O 2-(2-chlorophenyl)-N-(4-[1-(difluoroacetyl)-1H-pyrrol-3-yl]-3-{[(dimethylamino)methylene]Sulfamoyl}phenyl)acetamide